FC(CN1N=CC=2C1=NC(=CN2)N2CCC(CC2)COC=2C(=NC=CC2)C(F)(F)F)F 3-({1-[1-(2,2-Difluoroethyl)-1H-pyrazolo[3,4-b]pyrazin-6-yl]piperidin-4-yl}methoxy)-2-(trifluoromethyl)pyridine